Di(prop-2-yn-1-yl)carbamic acid tert-butyl ester C(C)(C)(C)OC(N(CC#C)CC#C)=O